BrC1=CC=CC=2C=3N(C(=NC12)N[C@H](C(=O)N)CC)N=C(N3)C3=C(C=C(C=C3)OC)OC(F)(F)F (2S)-2-({7-bromo-2-[4-methoxy-2-(trifluoromethoxy)phenyl][1,2,4]triazolo[1,5-c]quinazolin-5-yl}amino)butanamide